2-METHYL-5-(PIPERIDIN-1-YLSULFONYL)PHENYLBORONIC ACID CC1=C(C=C(C=C1)S(=O)(=O)N1CCCCC1)B(O)O